COC1=CC=C(C=C1)CN(C1=NC=CC2=C1N(C(N2[C@H]2CN(CCC2)C(=O)OC(C)(C)C)=O)C2=CC=C(C=C2)OC2=CC=CC=C2)CC2=CC=C(C=C2)OC tert-butyl (R)-3-(4-[bis[(4-methoxyphenyl)methyl]amino]-2-oxo-3-(4-phenoxyphenyl)-1H,2H,3H-imidazo[4,5-c]pyridin-1-yl)piperidine-1-carboxylate